4-succinimidyloxycarbonyl-α-methyl-α-(2-pyridinyl-(pyridyl)-dithio)-toluene C1(CCC(N1OC(=O)C1=CC=C(C(S(SC2=NC=CC=C2)C2=NC=CC=C2)C)C=C1)=O)=O